N,N'-bis(γ-aminopropyl)piperazine adipate C(CCCCC(=O)O)(=O)O.NCCCN1CCN(CC1)CCCN